OC[C@H](COC)NC1=C(C(N(N=C1)COCC[Si](C)(C)C)=O)C(F)(F)F (R)-5-((1-hydroxy-3-methoxypropan-2-yl)amino)-4-(trifluoromethyl)-2-((2-(trimethylsilyl)ethoxy)methyl)pyridazin-3(2H)-one